BrC=1C(=C(C=CC1)CC(C=C)NCCC=C)F N-(1-(3-bromo-2-fluorophenyl)but-3-en-2-yl)but-3-en-1-amine